C(#N)C=1C(=CC=C2C(=CNC12)C1=NC(=NC=C1C(F)(F)F)N[C@@H]1C[C@H](CC1)N)C(=O)OC methyl 7-cyano-3-(2-{[(1S,3S)-3-aminocyclopentyl] amino}-5-(trifluoromethyl) pyrimidin-4-yl)-1H-indole-6-carboxylate